5,6-DIMETHYLPYRIDINE-3-BORONIC ACID CC=1C=C(C=NC1C)B(O)O